(6,7-dihydro-5H-pyrazolo[5,1-b][1,3]oxazin-3-yl)methanone N1=CC(=C2OCCCN21)C=O